C1(CC1)S(=O)(=O)NC1=CC(=NC=C1)[C@H](CN1CCCC1)NC(=O)C=1SC(=CN1)C1=NC(=CN=C1)OCC (S)-N-(1-(4-(cyclopropanesulphonylamino)pyridin-2-yl)-2-(pyrrolidin-1-yl)ethyl)-5-(6-ethoxypyrazin-2-yl)thiazole-2-carboxamide